4-{4-[2-amino-1-(1H-benzimidazol-5-ylamino)ethyl]-2,3-difluorophenyl}thiophene-2-carboxylic acid methyl ester COC(=O)C=1SC=C(C1)C1=C(C(=C(C=C1)C(CN)NC1=CC2=C(NC=N2)C=C1)F)F